C(C1=CC=CC=C1)N1CC=2C(CC1)=NN(C2O)C2=CC=CC=C2 5-benzyl-2-phenyl-4,5,6,7-tetrahydro-2H-pyrazolo[4,3-c]pyridin-3-ol